5-(4-bromo-2,6-dichloro-phenoxy)-4-cyano-2-methoxy-benzenesulfonyl chloride BrC1=CC(=C(OC=2C(=CC(=C(C2)S(=O)(=O)Cl)OC)C#N)C(=C1)Cl)Cl